N1C(C=CC2=CC=CC=C12)=O (1H)-quinolin-2-one